CN1C(=NN=C1)C1=C(C=CC=C1)C1=CC(=CC(=C1)C(F)(F)F)N1C(C2=CC=CC(=C2C1)C(F)(F)F)=O 2-(2'-(4-Methyl-4H-1,2,4-triazol-3-yl)-5-(trifluoromethyl)-[1,1'-biphenyl]-3-yl)-4-(trifluoromethyl)isoindolin-1-one